C(C(=C)C)(=O)OC1=CC=C(C=C1)Br 4-bromophenyl methacrylate